C12(CC(C1)C2)N2C[C@H](N(S(C1=C2C=C(C(=C1)O)SC)(=O)=O)C)C1CCCCC1 (R)-5-(bicyclo[1.1.1]pentan-1-yl)-3-cyclohexyl-8-hydroxy-2-methyl-7-(methylthio)-2,3,4,5-tetrahydrobenzo[f][1,2,5]thiadiazepine 1,1-dioxide